2-((ethyl(isobutyl)amino)methyl)-6-(3-((1s,3s)-3-methoxy-1-(4-methyl-4H-1,2,4-triazol-3-yl)cyclobutyl)phenyl)-4-(trifluoromethyl)-1,6-dihydro-7H-pyrrolo[2,3-c]pyridin-7-one C(C)N(CC(C)C)CC1=CC2=C(C(N(C=C2C(F)(F)F)C2=CC(=CC=C2)C2(CC(C2)OC)C2=NN=CN2C)=O)N1